3-(methoxymethyl)-1-phenyl-7-(pyridin-4-ylmethoxy)-1H-indazole COCC1=NN(C2=C(C=CC=C12)OCC1=CC=NC=C1)C1=CC=CC=C1